(+-)-β-citronellol CC(CCC=C(C)C)CCO